4-((2-(4-fluorophenoxy)ethyl)(4-(5,6,7,8-tetrahydro-1,8-naphthyridin-2-yl)butyl)amino)-2-((5-(trifluoromethyl)pyrimidin-2-yl)amino)butanoic acid FC1=CC=C(OCCN(CCC(C(=O)O)NC2=NC=C(C=N2)C(F)(F)F)CCCCC2=NC=3NCCCC3C=C2)C=C1